(3S,4R)-1-(4-((8-(1,1-difluoro-5-azaspiro[2.4]heptan-5-yl)-5-isopropyl-2,7-naphthyridin-3-yl)amino)pyrimidin-2-yl)-3-fluoro-3-methylpiperidin-4-ol FC1(CC12CN(CC2)C=2N=CC(=C1C=C(N=CC21)NC2=NC(=NC=C2)N2C[C@]([C@@H](CC2)O)(C)F)C(C)C)F